FC=1C=C(C=NC1)NC(=O)[C@H]1CC12CCN(CC2)C(=O)OC(C(F)(F)F)C(F)(F)F 1,1,1,3,3,3-Hexafluoropropan-2-yl (S)-1-((5-fluoropyridin-3-yl)carbamoyl)-6-azaspiro[2.5]octan-6-carboxylat